FC1(C[C@]12C[C@H](N(CC2)C(=O)OCC2=CC=CC=C2)C2=CC=C(C=C2)C(=O)OC)F benzyl (3S,5S)-1,1-difluoro-5-(4-(methoxycarbonyl)phenyl)-6-azaspiro[2.5]octane-6-carboxylate